Dimethyl 6-aminonaphthalene-2,3-dicarboxylate NC=1C=C2C=C(C(=CC2=CC1)C(=O)OC)C(=O)OC